dimethyl-5-(trifluoromethyl)tetrahydrofuran CC1(OC(CC1)C(F)(F)F)C